(2-(2,6-dioxopiperidin-3-yl)-7-fluoro-3-oxoisoindolin-5-yl)methyl (3-fluoro-5-methylphenyl)carbamate FC=1C=C(C=C(C1)C)NC(OCC=1C=C2C(N(CC2=C(C1)F)C1C(NC(CC1)=O)=O)=O)=O